C(C(=C)C)(=O)OC=C Vinyl Methacrylat